5-ethynyl-6-fluoronaphthalene-2-yldimethylcarbamate C(#C)C1=C2C=CC(=CC2=CC=C1F)CN(C([O-])=O)C